C(C)(CC)C1=CC=C(C=C1)NC(=O)N1CCN(CC1)C(=O)OC(C)(C)C tert-butyl 4-((4-(sec-butyl)phenyl)carbamoyl)piperazine-1-carboxylate